COC=1C(N(N=CC1B1OC(C(O1)(C)C)(C)C)C)=O 4-methoxy-2-methyl-5-(4,4,5,5-tetramethyl-1,3,2-dioxaborolan-2-yl)pyridazin-3(2H)-one